ClC1=CC2=C(C=NN(C2=O)C)C(=N1)C1=C(C=C(C=C1)Cl)F 7-chloro-5-(4-chloro-2-fluoro-phenyl)-2-methyl-pyrido[3,4-d]pyridazin-1-one